BrCCCCCCCCC1=CC=C(OC2=CC=C(C=O)C=C2)C=C1 4-(4-(8-bromooctyl)phenoxy)benzaldehyde